C(C)OC(=O)C1CCN(CC1)CCCl 1-(2-chloroethyl)-4-piperidinecarboxylic acid ethyl ester